(S)-5-(2,3-dichloro-4-(N-(1,1,1-trifluoropropan-2-yl)sulfamoyl)phenyl)-N,N-Diethyl-2-(6-(2-hydroxypropan-2-yl)pyrimidin-4-yl)thiazole-4-carboxamide ClC1=C(C=CC(=C1Cl)S(N[C@H](C(F)(F)F)C)(=O)=O)C1=C(N=C(S1)C1=NC=NC(=C1)C(C)(C)O)C(=O)N(CC)CC